FC1(OC2=C(O1)C=CC(=C2)CN2CCC(CC2)C=2C(=C1CN(C(C1=CC2F)=O)C2C(NC(CC2)=O)=O)F)F 3-(5-(1-((2,2-difluorobenzo[d][1,3]dioxol-5-yl)methyl)piperidin-4-yl)-4,6-difluoro-1-oxoisoindolin-2-yl)piperidine-2,6-dione